O(C1=CC=CC=C1)C1=CC=C(C=C1)C1=NN(C2=NC=NC=C21)[C@H]2CNCCC2 3-(4-phenoxyphenyl)-1-[(3R)-3-piperidyl]pyrazolo[3,4-d]pyrimidin